(R)-7-chloro-N-(1-(3-(difluoromethyl)-2-fluorophenyl)ethyl)-6-methoxy-2-methylpyrido[2,3-d]pyrimidin-4-amine ClC=1C(=CC2=C(N=C(N=C2N[C@H](C)C2=C(C(=CC=C2)C(F)F)F)C)N1)OC